C(=O)N(C=O)C=O triformamide